(S)-2-(4-(6-((5-carbamoyl-1-methyl-1H-pyrazol-3-yl)methoxy)pyridin-2-yl)-2,5-difluorobenzyl)-1-(oxetan-2-ylmethyl)-1H-benzo[d]imidazole-6-carboxylic acid C(N)(=O)C1=CC(=NN1C)COC1=CC=CC(=N1)C1=CC(=C(CC2=NC3=C(N2C[C@H]2OCC2)C=C(C=C3)C(=O)O)C=C1F)F